C(#N)C=1C=C(CC#N)C=C(C1)C#N 3,5-dicyanobenzyl cyanide